2-chloroethyl 4-(2-(3-(4-amino-1-(tert-butyl)-1H-pyrazolo[3,4-d]pyrimidin-3-yl)-5-cyclopropylisoxazol-4-yl)pyrimidin-5-yl)piperidine-1-carboxylate NC1=C2C(=NC=N1)N(N=C2C2=NOC(=C2C2=NC=C(C=N2)C2CCN(CC2)C(=O)OCCCl)C2CC2)C(C)(C)C